FC1=C(C(=CC(=C1)CNC1=NC=CC=C1C)O)N1CC(NS1(=O)=O)=O 5-(2-fluoro-6-hydroxy-4-(((3-methylpyridin-2-yl)amino)methyl)phenyl)-1,2,5-thiadiazolidin-3-one 1,1-dioxide